NC=1C(=C(C=C2C=C(N=CC12)NC=1C=NN(C1)[C@H](C#N)C)C=1C=NC=CC1C)Cl (2S)-2-(4-(8-amino-7-chloro-6-(4-methylpyridin-3-yl)isoquinolin-3-ylamino)-1H-pyrazol-1-yl)propionitrile